BrC=1C=NN2C1C=CC(=C2)C2CN(CC2)C 3-bromo-6-(1-methylpyrrolidin-3-yl)pyrazolo[1,5-a]pyridine